CC1=C(C(=CC=C1)C)C1=NC(=NC(=C1)OC1CCNCC2=C1C=CC=C2)NS(=O)(=O)C=2C=C(C(=O)O)C=CC2 3-[[4-(2,6-dimethylphenyl)-6-(2,3,4,5-tetrahydro-1H-2-benzazepin-5-yloxy)pyrimidin-2-yl]sulfamoyl]benzoic acid